5-(2-Aminopyridin-4-yl)-4-methylthiophen NC1=NC=CC(=C1)C1=C(C=CS1)C